(1S,2S,5R)-1-hydroxy-2-isopropyl-5-methylcyclohexane-1-methanol O[C@@]1([C@@H](CC[C@H](C1)C)C(C)C)CO